ClC=1C(=C(C=CC1F)N1C(OCC1C(=O)NC)=O)F (3-chloro-2,4-difluorophenyl)-N-methyl-2-oxooxazolidine-4-carboxamide